(3R,4s)-3-methyl-1-(methylsulfonyl)piperidin-4-amine C[C@@H]1CN(CC[C@@H]1N)S(=O)(=O)C